BrCC(=O)C1(COC2=C1C=CC=C2CCC(=O)OC)C methyl 3-[3-(2-bromoacetyl)-3-methyl-2H-benzofuran-7-yl]propanoate